rac-5-(4-((1-(4-(((1r,3r)-3-(3-chloro-4-cyanophenoxy)-2,2,4,4-tetramethylcyclobutyl)carbamoyl)phenyl)piperidin-4-yl)methyl)piperazin-1-yl)-N-(2,6-dioxopiperidin-3-yl)picolinamide ClC=1C=C(OC2C(C(C2(C)C)NC(=O)C2=CC=C(C=C2)N2CCC(CC2)CN2CCN(CC2)C=2C=CC(=NC2)C(=O)N[C@H]2C(NC(CC2)=O)=O)(C)C)C=CC1C#N |r|